(3R,4S)-4-(2-(5-cyclopropyl-4-fluoro-3,3-dimethyl-2-oxoindolin-1-yl)acetamido)-3-methylpentanoic acid C1(CC1)C=1C(=C2C(C(N(C2=CC1)CC(=O)N[C@H]([C@@H](CC(=O)O)C)C)=O)(C)C)F